FC(O[C@@H]1CN(CC1)C=1C=2N(N=C(C1)C=1C(=NC(=NC1)OC)OC)C=CN2)F (S)-8-(3-(difluoromethoxy)pyrrolidin-1-yl)-6-(2,4-dimethoxypyrimidin-5-yl)imidazo[1,2-b]pyridazine